6-Cyclobutyl-1-methyl-4-[4-(5-methyl-1,3-benzooxazol-2-yl)piperidin-1-yl]-2-oxo-1,2-dihydro-quinoline-3-carbonitrile C1(CCC1)C=1C=C2C(=C(C(N(C2=CC1)C)=O)C#N)N1CCC(CC1)C=1OC2=C(N1)C=C(C=C2)C